4-((tert-butyldimethylsilyl)oxy)-5-hydroxypyrrolidine-1,2-dicarboxylic acid 1-(tert-butyl) 2-methyl ester COC(=O)C1N(C(C(C1)O[Si](C)(C)C(C)(C)C)O)C(=O)OC(C)(C)C